1-[piperidinamido] (2E,4E,6E,8E,10E,12E,14E,16Z,18E)-4,8,13,17-tetramethylicosa-2,4,6,8,10,12,14,16,18-nonaenedioate C/C(/C=C/C(=O)ONC(=O)N1CCCCC1)=C\C=C\C(=C\C=C\C=C(\C=C\C=C(/C=C/C(=O)[O-])\C)/C)\C